CC1=CC(=C(N1C([2H])([2H])[2H])C(C(=O)O)=O)C1=CC=CC=C1 (5-methyl-1-(methyl-d3)-3-phenyl-1H-pyrrol-2-yl)-2-oxoacetic acid